4,4'-((S or R)-4-((1R,5S)-3,8-diazabicyclo[3.2.1]octan-3-yl)-6-chloro-8-fluoroquinazolin-2,7-diyl)bis(naphthalen-2-ol) hydrochloride Cl.[C@H]12CN(C[C@H](CC1)N2)C2=NC(=NC1=C(C(=C(C=C21)Cl)C2=CC(=CC1=CC=CC=C21)O)F)C2=CC(=CC1=CC=CC=C21)O